C(#N)C(CCC(=O)OC)(CCC(=O)OC)C1=CSC=C1 Dimethyl 4-cyano-4-(thiophen-3-yl)heptanedioate